tert-Butyl 4-((4-(2-fluorophenyl)-2-oxo-5-(4,4,5,5-tetramethyl-1,3,2-dioxaborolan-2-yl)pyridin-1(2H)-yl)methyl)-4-hydroxy-3,3-dimethylpiperidine-1-carboxylate FC1=C(C=CC=C1)C1=CC(N(C=C1B1OC(C(O1)(C)C)(C)C)CC1(C(CN(CC1)C(=O)OC(C)(C)C)(C)C)O)=O